Lead(IV) Carbonate C([O-])([O-])=O.[Pb+4].C([O-])([O-])=O